C(C=C)(=O)N1C[C@@H]2N(C(CN(C2)C2=CC=C(C=C2)C(F)(F)F)=O)CC1 |o1:6| (R)- or (S)-8-acryloyl-2-(4-(trifluoromethyl)phenyl)octahydro-4H-pyrazino[1,2-a]pyrazin-4-one